ClC=1N=C(C2=C(N1)C=C(O2)B(O)O)N2CCOCC2 (2-chloro-4-morpholinofuro[3,2-d]pyrimidin-6-yl)boronic acid